4-amino-7-methyl-1,3-dimethylquinolin-2(1H)-one NC1=C(C(N(C2=CC(=CC=C12)C)C)=O)C